CN(CC(=O)NC1=CC(=C(C(=C1)C)OC1=CC(=CC(=C1)C)C=1C(=NOC1C)C)C)C 2-(dimethylamino)-N-(4-(3-(3,5-dimethylisoxazol-4-yl)-5-methylphenoxy)-3,5-dimethylphenyl)acetamide